tert-Butyl 3-(6-{(S)-benzyloxycarbonylamino[4-(trifluoromethyl)cyclohexyl]methyl}-imidazo[1,2-b][1,2,4]triazin-3-yl)morpholine-4-carboxylate C(C1=CC=CC=C1)OC(=O)N[C@H](C=1N=C2N(N=CC(=N2)C2N(CCOC2)C(=O)OC(C)(C)C)C1)C1CCC(CC1)C(F)(F)F